C1(CC1)C(=O)NC1=CC2=C(N=N1)C(=NC=C2C=2C(=C(C=CC2)C=2C=NN(C2)C2CN(C2)CC2=CC=CC(=N2)C(=O)OC)OC)NC methyl 6-((3-(4-(3-(3-(cyclopropanecarboxamido)-8-(methylamino)pyrido[3,4-c]pyridazin-5-yl)-2-methoxyphenyl)-1H-pyrazol-1-yl)azetidin-1-yl)methyl)picolinate